C(C)(=O)OC(C)(C)OC (1-methoxyisopropyl) acetate